NC1C(CC(CC1)CC1CC(C(CC1)N)C)C bis(4-amino-3-methylcyclohexyl)-methane